N1(CCCC1)CCCCC(=O)OC(C)C(C)OC(CCCCN1CCCC1)=O butane-2,3-diyl bis(5-(pyrrolidin-1-yl)pentanoate)